2-(4-(4-(morpholine-4-carbonyl)phenoxy)phenyl)propan-2-ylcarbamic acid 1-azabicyclo[3.2.2]non-4-yl ester N12CCC(C(CC1)CC2)OC(NC(C)(C)C2=CC=C(C=C2)OC2=CC=C(C=C2)C(=O)N2CCOCC2)=O